methyl (2S)-3-{3-bromo-2-[(4-methoxyphenyl)methoxy]-4-(trifluoromethyl)phenyl}-2-[(tert-butoxycarbonyl)amino]propanoate BrC=1C(=C(C=CC1C(F)(F)F)C[C@@H](C(=O)OC)NC(=O)OC(C)(C)C)OCC1=CC=C(C=C1)OC